tert-butyl 2-(3-fluoro-4-(7-(((S)-1-methylpiperidin-3-yl)carbamoyl)benzo[d]imidazo[2,1-b]thiazol-2-yl)phenyl)pyrrolidine-1-carboxylate FC=1C=C(C=CC1C=1N=C2SC3=C(N2C1)C=CC(=C3)C(N[C@@H]3CN(CCC3)C)=O)C3N(CCC3)C(=O)OC(C)(C)C